NC=1C(=CC=2C(C3=CC=CC=C3C2C1)(C)C)C(C)(C)O 2-(3-amino-9,9-dimethyl-9H-fluoren-2-yl)propan-2-ol